CC1(COC2=C1C(=CC=C2)OC=2N=CC(=NC2)N2C(NC(C2=O)(C)C)=O)C 3-[5-[(3,3-dimethyl-2H-benzofuran-4-yl)oxy]pyrazin-2-yl]-5,5-dimethyl-imidazolidine-2,4-dione